N-[4-[[[8-(3,4-dimethoxyphenyl)-2,7-dimethyl-pyrazolo[1,5-a][1,3,5]triazin-4-yl]amino]methyl]phenyl]acetamide COC=1C=C(C=CC1OC)C=1C(=NN2C1N=C(N=C2NCC2=CC=C(C=C2)NC(C)=O)C)C